2,6-bis(2,4-diethyloxyphenyl)-4-(4-bis(4-pentylphenyl)aminophenyl)pyridine C(C)OC1=C(C=CC(=C1)OCC)C1=NC(=CC(=C1)C1=CC=C(C=C1)N(C1=CC=C(C=C1)CCCCC)C1=CC=C(C=C1)CCCCC)C1=C(C=C(C=C1)OCC)OCC